C(\C=C(/C)\CCC[C@H](C)CCC[C@H](C)CCCC(C)C)(=O)OC[C@@H](OC(\C=C(/C)\CCC[C@H](C)CCC[C@H](C)CCCC(C)C)=O)COP(=O)([O-])OCC[N+](C)(C)C 1,2-diphytoyl-sn-glycero-3-phosphocholine